C(C)(C)(C)OC(=O)NC=1C=2N(C3=CC(=C(C=C3N1)C#N)C(=O)OC)C=NC2 methyl 4-((tert-butoxycarbonyl)amino)-7-cyanoimidazo[1,5-a]quinoxaline-8-carboxylate